2-chloro-6-ethoxypyrazine ClC1=NC(=CN=C1)OCC